1H-benzo[D][1,2,3]triazol-1-ol N1(N=NC2=C1C=CC=C2)O